4-acetamidoaniline C(C)(=O)NC1=CC=C(N)C=C1